(5R)-5-[(1R,3as,3bs,5ar,5R,7s,9ar,9bs,11ar)-7-acetoxy-5a-bromo-5-hydroxy-9a,11a-dimethylhexadeca-hydro-1H-cyclopenta[1,2-a]phenanthren-1-yl]hexanoic acid methyl ester COC(CCC[C@@H](C)[C@H]1CC[C@@H]2[C@@]1(CC[C@@H]1[C@]3(CC[C@@H](C[C@@]3([C@@H](C[C@@H]21)O)Br)OC(C)=O)C)C)=O